C(N)(=O)C=1C(=CC(=NC1N1[C@H](CC1)C)N1CC2(CC(C2)C(=O)O)CC1)C(F)(F)F (S)-6-(5-carbamoyl-6-(2-methylazetidine-1-yl)-4-(trifluoromethyl)pyridin-2-yl)-6-azaspiro[3.4]octane-2-carboxylic acid